i-decyl alcohol C(CCCCCCC(C)C)O